C1C(CC12CCNCC2)OC2=C(C=C(C=C2)C=2C=1C(=C(SC1N1C(=NN=C1[C@@H](N2)CC=2OC=CN2)C)C)C)F 2-[[(9S)-7-[4-(7-azaspiro[3.5]nonan-2-yloxy)-3-fluoro-phenyl]-4,5,13-trimethyl-3-thia-1,8,11,12-tetrazatricyclo[8.3.0.02,6]trideca-2(6),4,7,10,12-pentaen-9-yl]methyl]oxazole